N-(6-amino-5-methylpyridin-3-yl)-2-((2S,5R)-2-(3-chloro-4-fluorophenyl)-5-methyl-4-(1-(trifluoromethyl)cyclopropanecarbonyl)piperazin-1-yl)-2-oxoacetamide NC1=C(C=C(C=N1)NC(C(=O)N1[C@H](CN([C@@H](C1)C)C(=O)C1(CC1)C(F)(F)F)C1=CC(=C(C=C1)F)Cl)=O)C